N-[2-(ethoxymethyl)-1-(2-hydroxy-2-methylpropyl)-1H-imidazo[4,5-c]quinolin-4-yl]-L-valinamide trifluoroacetate FC(C(=O)O)(F)F.C(C)OCC=1N(C2=C(C(=NC=3C=CC=CC23)NC([C@@H](N)C(C)C)=O)N1)CC(C)(C)O